1-(benzo[b]thiophen-3-yl)-2-(tert-butylamino)-2-ethynyl-N-(4-(oxazol-5-yl)phenyl)thiazole-4-carboxamide indium [In].S1C2=C(C(=C1)S1C(NC(=C1)C(=O)NC1=CC=C(C=C1)C1=CN=CO1)(C#C)NC(C)(C)C)C=CC=C2